CN(C(=O)N(C)C)C 1,1,3,3-Tetramethylurea